CC(CCC(=O)C1=COC=C1)O 1-(3-furyl)-4-hydroxy-4-pentanone